N-[2-(1-oxa-4,9-diazaspiro[5.5]undec-4-yl)-4-phenoxy-3-(trifluoromethyl)phenyl]-2-(pyridazin-4-yl)-1,3-thiazole-4-carboxamide O1CCN(CC12CCNCC2)C2=C(C=CC(=C2C(F)(F)F)OC2=CC=CC=C2)NC(=O)C=2N=C(SC2)C2=CN=NC=C2